sodium myristoylamino alaninate N[C@@H](C)C(=O)ONC(CCCCCCCCCCCCC)=O.[Na]